ClC1=C(C=CC=C1)C1=C(C=CC(=C1)COC)S(=O)(=O)N1[C@@H](C[C@@](CC1)(C(=O)N[C@H](C)\C=C\C(=O)N1CC(C1)(F)F)F)C (2R,4S)-1-((2'-chloro-5-(methoxymethyl)-[1,1'-biphenyl]-2-yl)sulfonyl)-N-((R,E)-5-(3,3-difluoroazetidin-1-yl)-5-oxopent-3-en-2-yl)-4-fluoro-2-methylpiperidine-4-carboxamide